COCCCOC1=CC=C(N=N1)C=1C=C(C=CC1)C(C(=O)OCC)(C)C ethyl 2-(3-(6-(3-methoxypropoxy) pyridazin-3-yl) phenyl)-2-methylpropionate